3-hydroxy-1-methyl-6-(1-(3-(trifluoromethyl)benzyl)-1H-1,2,3-triazol-4-yl)quinoline-2,4(1H,3H)-dione OC1C(N(C2=CC=C(C=C2C1=O)C=1N=NN(C1)CC1=CC(=CC=C1)C(F)(F)F)C)=O